1-(4-chloro-2-fluorophenyl)-4-(4-(trifluoromethyl)benzyl)piperazine-2,5-dione ClC1=CC(=C(C=C1)N1C(CN(C(C1)=O)CC1=CC=C(C=C1)C(F)(F)F)=O)F